[N+](=O)([O-])C1=CC=C(OC(=O)OCCCC(=O)OC(C)(C)C)C=C1 tert-butyl 4-(((4-nitrophenoxy)carbonyl)oxy)butanoate